C(C)OC(=O)N1CCN(CCC1)C1CCC(CC1)(C1=CC(=CC=C1)C)C#N 4-[4-cyano-4-(3-methylphenyl)cyclohexyl]-1,4-diazepan-1-carboxylic acid ethyl ester